ClC=1C(=NC(=NC1)N[C@H](CO)C)C1=CC(=C2CN(C(C2=C1)=O)CC(=O)N[C@H](C)C1=CC(=CC=C1)OC)F 2-[6-(5-chloro-2-{[(2S)-1-hydroxypropan-2-yl]amino}pyrimidin-4-yl)-4-fluoro-1-oxo-2,3-dihydro-1H-isoindol-2-yl]-N-[(1R)-1-(3-methoxyphenyl)ethyl]acetamide